[Pt].[Ag] Silver-platinum